di-tert-butyl-3-chloro-7,8-dihydro-5H-pyrido[3',4':4,5]pyrrolo[2,3-c]pyridazine-6,9-dicarboxylic acid C(C)(C)(C)C1N(CCC2=C1C1=C(N=NC(=C1C(C)(C)C)Cl)N2C(=O)O)C(=O)O